1-[(1S,3S)-3-[[4-(oxetan-3-yloxy)-5-(trifluoromethyl)pyrimidin-2-yl]amino]cyclohexyl]-1,2,4-triazol-3-ol O1CC(C1)OC1=NC(=NC=C1C(F)(F)F)N[C@@H]1C[C@H](CCC1)N1N=C(N=C1)O